butylene glycol dimethyl-succinate CC(C(C(=O)O)C)C(=O)O.C(CCCO)O